C1(CC1)C=1C=C(CN2N=CC3=C(C=CC(=C23)C(=O)OC)C#CC)C=CC1 methyl 1-(3-cyclopropylbenzyl)-4-(propan-1-yn-1-yl)-1H-indazole-7-carboxylate